C1(CC2C(CC1)O2)CCC2=CC=CC=C2 (3,4-epoxycyclohexyl)ethyl-benzene